FC(C(=O)O)(F)F.O1C=CC2=C1C(=CC=C2)C2=NN1C(CNCC1)=C2C2=C1C(=NC=C2)N(C=C1C)CO {4-[2-(1-benzofuran-7-yl)-4,5,6,7-tetrahydropyrazolo[1,5-a]pyrazin-3-yl]-3-methyl-1H-pyrrolo[2,3-b]pyridin-1-yl}methanol trifluoroacetate